S(=O)(=O)(OCCCCC(CCCCC)N1N=NC(=C1)COC1=CC(=CC(=C1)OCC=1N=NN(C1)CCCCC(CCCCC)OS(=O)(=O)[O-])OCC=1N=NN(C1)CCCCC(CCCCC)OS(=O)(=O)[O-])[O-] 5-(4-((3,5-bis((1-(5-(sulfonatooxy)decyl)-1H-1,2,3-triazol-4-yl)methoxy)phenoxy)-methyl)-1H-1,2,3-triazol-1-yl)decyl sulfate